CC1=CC=C(C=C1)C1=CC=NC2=CC=CC=C12 4-(4-methylphenyl)quinoline